ClC=1C=C(C=C(C1)S(=O)(=O)C)NC(=O)C1=CN(C(=C1)C1=NC=C(C=C1)N1CC2(C1)CC(C2)(F)F)C N-(3-chloro-5-(methylsulfonyl)phenyl)-5-(5-(6,6-difluoro-2-azaspiro[3.3]hept-2-yl)pyridin-2-yl)-1-methyl-1H-pyrrole-3-carboxamide